C1N(CC12CCNCC2)C2=C1C=CN(C(C1=CN=C2)=O)CC=2N=C1N(C=C(C=C1)CN1CCC(CC1)(C)C)C2 5-{2,7-diazaspiro[3.5]nonan-2-yl}-2-({6-[(4,4-dimethylpiperidin-1-yl)methyl]imidazo[1,2-a]pyridin-2-yl}methyl)-1,2-dihydro-2,7-naphthyridin-1-one